2,2,3,3,4,4,4-heptafluoro-butyl methacrylate C(C(=C)C)(=O)OCC(C(C(F)(F)F)(F)F)(F)F